OC(C)(C)[C@]1(CC=2C(=NC(=C(C2)NC(=O)C=2C=NN3C2N=CC=C3)N3CCOCC3)O1)C N-[(2R)-2-(1-hydroxy-1-methyl-ethyl)-2-methyl-6-morpholino-3H-furo[2,3-b]pyridin-5-yl]pyrazolo[1,5-a]pyrimidine-3-carboxamide